1-(2-(methylthio)phenyl)-5-(trifluoromethyl)-1H-pyrazole-4-carboxylic acid ethyl ester C(C)OC(=O)C=1C=NN(C1C(F)(F)F)C1=C(C=CC=C1)SC